IC=1NC=CN1 (s)-iodoimidazole